(1S,3S,5S)-5-(acetamidomethyl)-2-(2-(3-acetyl-5-(2-methylpyrimidin-5-yl)-1H-indazol-1-yl)acetyl)-N-(6-bromopyridin-2-yl)-2-azabicyclo[3.1.0]hexane-3-carboxamide C(C)(=O)NC[C@@]12C[C@H](N([C@H]2C1)C(CN1N=C(C2=CC(=CC=C12)C=1C=NC(=NC1)C)C(C)=O)=O)C(=O)NC1=NC(=CC=C1)Br